1-[4-[[(2'S,7R)-2-(2,2-difluoroethyl)-2'-methyl-spiro[4,5-dihydrothieno[2,3-c]pyran-7,4'-piperidin]-1'-yl]methyl]triazol-1-yl]propan-2-ol FC(CC1=CC2=C(S1)[C@@]1(C[C@@H](N(CC1)CC=1N=NN(C1)CC(C)O)C)OCC2)F